Pyridine-6-carboxylic acid trifluoroacetic acid salt FC(C(=O)O)(F)F.N1=CC=CC=C1C(=O)O